2-chloro-4-phenyl-1,3-thiazole ClC=1SC=C(N1)C1=CC=CC=C1